CC1=C(C=CC=C1)OC1=CC(=CC=C1)C 1-methyl-2-(3-methylphenoxy)benzene